C1(CC1)C1=CC=C(S1)C(=O)OC methyl 5-cyclopropylthiophene-2-carboxylate